C(C1=CC=CC=C1)N(CCNC(=O)[C@H]1N(C[C@@H](C1)O)C([C@H](C(C)(C)C)N1N=NC(=C1)C1CC1)=O)C1=NC=CC=C1 (2S,4R)-N-[2-[benzyl(2-pyridyl)amino]ethyl]-1-[(2S)-2-(4-cyclopropyltriazol-1-yl)-3,3-dimethyl-butanoyl]-4-hydroxy-pyrrolidine-2-carboxamide